tert-butyl 4-((6-methoxy-2-(trifluoromethyl)quinolin-4-yl)oxy)piperidine-1-carboxylate COC=1C=C2C(=CC(=NC2=CC1)C(F)(F)F)OC1CCN(CC1)C(=O)OC(C)(C)C